2,3-bis(1,3-benzoxazol-2-yl)butane-2,3-diol O1C(=NC2=C1C=CC=C2)C(C)(C(C)(O)C=2OC1=C(N2)C=CC=C1)O